7-phenyl-N-[rac-(3S)-5-methyl-4-oxo-2,3-dihydro-1,5-benzoxazepin-3-yl]-1,3-benzothiazole-2-carboxamide C1(=CC=CC=C1)C1=CC=CC=2N=C(SC21)C(=O)N[C@H]2COC1=C(N(C2=O)C)C=CC=C1 |r|